ClC1=CC2=C(N=C(N=C2OC2=CC=CC=C2)N2CCN(CC2)C)C=N1 6-chloro-2-(4-methylpiperazin-1-yl)-4-phenoxypyrido[3,4-d]pyrimidine